1-(5-chloro-1H-indol-3-yl)-3-(4-((3-fluoroazetidin-1-yl)methyl)phenyl)urea ClC=1C=C2C(=CNC2=CC1)NC(=O)NC1=CC=C(C=C1)CN1CC(C1)F